B(C1=CC=C(C=C1)/C=C/[N+](=O)[O-])(O)O TRANS-4-(BETA-NITROVINYL)BENZENEBORONIC ACID